6-bromo-4-iodo-1,3-benzothiazole-2-amine BrC1=CC2=C(N=C(S2)N)C(=C1)I